[Si](C)(C)(C(C)(C)C)OC=1C(=C(CP(OC)(OC)=O)C=C(C1)C)C(C)(CCO[Si](C)(C)C(C)(C)C)C Dimethyl (3-((tert-butyldimethylsilyl)oxy)-2-(4-((tert-butyldimethylsilyl)oxy)-2-methylbutan-2-yl)-5-methylbenzyl)phosphonate